4-(2-hydroxyethylsulfonylamino)-2-(6-azaspiro[2.5]octane-6-yl)-N-(8-(1-(2,2,2-Trifluoroethyl)piperidin-4-yl)-1,7-naphthyridin-6-yl)benzamide OCCS(=O)(=O)NC1=CC(=C(C(=O)NC=2C=C3C=CC=NC3=C(N2)C2CCN(CC2)CC(F)(F)F)C=C1)N1CCC2(CC2)CC1